C(C)(=O)NCCCN1CCC(CC1)C1=CC=C(CN2C=CC3=CC(=CC=C23)N2N=C(C=C2C)C(=O)N)C=C1 1-(1-(4-(1-(3-acetamidopropyl)piperidin-4-yl)benzyl)-1H-indol-5-yl)-5-methyl-1H-pyrazole-3-carboxamide